(2R)-N-cyclobutyl-N'-cyclohexyl-2-({1-cyclopentyl-5-[2-(trifluoromethyl)phenyl]-1H-pyrazol-3-yl}formamido)-N'-methylbutanediamide C1(CCC1)NC([C@@H](CC(=O)N(C)C1CCCCC1)NC(=O)C1=NN(C(=C1)C1=C(C=CC=C1)C(F)(F)F)C1CCCC1)=O